OC\C=C/CN1C(C(=C(C2=C1N=C(N=C2)NC2=CC(=CC=C2)O)C#C[Si](C(C)C)(C(C)C)C(C)C)C)=O 8-[(2Z)-4-hydroxybut-2-en-1-yl]-2-[(3-hydroxyphenyl)amino]-6-methyl-5-[2-(triisopropylsilyl)ethynyl]pyrido[2,3-d]pyrimidin-7-one